2,4,4-Trimethyl-2,3,4,6,7,8-hexahydro-5H-chromen-5-on CC1OC=2CCCC(C2C(C1)(C)C)=O